1-(2-(5-(4-methoxyphenyl)isoindolin-2-yl)-2-oxoethyl)-1H-1,2,4-triazole-3-carbonitrile COC1=CC=C(C=C1)C=1C=C2CN(CC2=CC1)C(CN1N=C(N=C1)C#N)=O